bis(1,1-dimethylethyl)phosphine CC(C)(C)PC(C)(C)C